C(C)(=O)OC(C)CC secbutyl ethanoate